FC(C1=NN=C(O1)C=1C=CC(=NC1)CN1C(OC(=N1)C1=CC=CC=C1)=S)F 3-((5-(5-(difluoromethyl)-1,3,4-oxadiazol-2-yl)pyridin-2-yl)methyl)-5-phenyl-1,3,4-oxadiazol-2(3H)-thione